ClC1=NC2=CC=C(C=C2C=C1)OC1=C(C=C(C=C1Cl)[N+](=O)[O-])Cl 2-chloro-6-(2,6-dichloro-4-nitro-phenoxy)quinoline